propyl-3-methylimidazole trifluoromethanesulfonate salt FC(S(=O)(=O)O)(F)F.C(CC)C1=NC=CN1C